OC(=CC(=O)OC(CC(=O)[O-])CCCCCCCCCCC)CCCCCCCCCCCCC 3-(3'-hydroxyhexadecenoyloxy)tetradecanoate